(R)-2-Cyclohexyl-2-hydroxy-N-((2-(2,2,2-trifluoroethoxy)pyridin-4-yl)methyl)acetamide C1(CCCCC1)[C@H](C(=O)NCC1=CC(=NC=C1)OCC(F)(F)F)O